C(CCCCCCCCCC(C)C)S(=O)(=O)O isotridecanesulfonic acid